FC1=C(C(=O)N2[C@@H](CN(C[C@H]2C)C(CC2=C(NC3=CC=CC=C23)C)=O)C)C=CC(=C1)OC 1-((3R,5R)-4-(2-fluoro-4-methoxybenzoyl)-3,5-dimethylpiperazin-1-yl)-2-(2-methyl-1H-indol-3-yl)ethanone